(1r,4r)-N-(3-methyl-4-methoxyphenyl)-4-(8-methoxy-5-methyl-2-oxo-1,2-dihydroquinazolin-3(4H)-yl)-1-methylcyclohexanecarboxamide CC=1C=C(C=CC1OC)NC(=O)C1(CCC(CC1)N1C(NC2=C(C=CC(=C2C1)C)OC)=O)C